CC(C(=O)OC1CCC(CC1)OC1CCN(CC1)C(=O)OCC1=CC=CC=C1)(C)C benzyl 4-[4-(2,2-dimethylpropanoyloxy)cyclohexoxy]piperidine-1-carboxylate